ClC=1C=C2C(OCC3=CC=C(C=C3C3=C(C=C(C(NS(C(C1OC)=C2)(=O)=O)=C3)F)F)C(F)(F)F)=O 13-chloro-19,21-difluoro-14-methoxy-16,16-dioxo-4-(trifluoromethyl)-9-oxa-16λ6-thia-17-azatetracyclo[16.3.1.111,15.02,7]tricosa-1(21),2,4,6,11,13,15(23),18(22),19-nonaen-10-one